O=C1NC(CCC1N1CC2=CC=C(C=C2C1=O)NS(=O)(=O)C1=CC=C(C=C1)C)=O N-(2-(2,6-dioxo-piperidin-3-yl)-3-oxoisoindolin-5-yl)-4-methyl-benzenesulfonamide